O[C@H]1C[C@H]2C[C@H]([C@H]3[C@@H]4CC[C@H]([C@@H](CCCC(C)C)C)[C@]4(CC[C@@H]3[C@]2(CC1)C)C)O 3α,7α-dihydroxy-5β-cholestan